N-[4-[4-(4-aminopiperidine-1-carbonyl)piperidine-1-carbonyl]-3-chloro-phenyl]-5-(2,3-difluoro-4-methoxy-phenyl)-1-methyl-imidazole-2-carboxamide NC1CCN(CC1)C(=O)C1CCN(CC1)C(=O)C1=C(C=C(C=C1)NC(=O)C=1N(C(=CN1)C1=C(C(=C(C=C1)OC)F)F)C)Cl